methyl 9-(4-((1-(3,3,3-trifluoropropyl)azetidin-3-yl)methyl)phenyl)-6,7-dihydro-5H-benzo[7]annulene-3-carboxylate FC(CCN1CC(C1)CC1=CC=C(C=C1)C1=CCCCC2=C1C=CC(=C2)C(=O)OC)(F)F